methyl-2-(6-bromo-1-(pent-4-en-1-yl)-1H-pyrrolo[2,3-b]pyridin-2-yl)-7-methoxy-1-methyl-1H-benzo[d]imidazole CC1=CC=C(C=2N(C(=NC21)C2=CC=1C(=NC(=CC1)Br)N2CCCC=C)C)OC